2-chloro-3-(methylthio)-5-(oxetan-3-yl)pyridine ClC1=NC=C(C=C1SC)C1COC1